C([C@@H]1[C@H]([C@@H]([C@H](C(O1)O)O)O)O[C@@H]2[C@@H]([C@H]([C@@H]([C@H](O2)COP(=O)([O-])[O-])O)O)O)O The molecule is an organophosphate oxoanion obtained by deprotonation of the phosphate OH groups of maltose 6'-phosphate; major species at pH 7.3. It is a conjugate base of a maltose 6'-phosphate.